C(C)OC(C(C)(F)C1=C(C=CC=C1)Br)=O 2-(2-Bromophenyl)-2-fluoro-propionic acid ethyl ester